C(C(=C)C)(=O)OC(CC)(C(CC)C)C 3,4,5-trimethyl-3-pentyl methacrylate